FC(C(=O)O)(F)F.FC(C(=O)O)(F)F.C1(CC1)N1C(=NN=C1C1=CC=C(C=C1)C=1CCNCC1)C1=CC=C(C=C1)C=1CCNCC1 4,4'-((4-cyclopropyl-4H-1,2,4-triazole-3,5-diyl)bis(4,1-phenylene))bis(1,2,3,6-tetrahydropyridine) bistrifluoroacetic acid salt